C1=CC=C(C(=C1)C#N)Cl o-chlorobenzonitrile